(4,5-difluoro-2-hydroxyphenyl)boronic acid FC1=CC(=C(C=C1F)B(O)O)O